6-bromo-3-ethyl-[1,2,4]triazolo[4,3-a]pyridine BrC=1C=CC=2N(C1)C(=NN2)CC